4-bromo-2,7-dimethyl-2H-indazole BrC=1C2=CN(N=C2C(=CC1)C)C